FC(OC1=C(C=CC=C1F)[C@@H]1C2=C(NC(=C1C(=O)OC)CF)COC2=O)F methyl (R)-4-(2-(difluoromethoxy)-3-fluorophenyl)-2-(fluoromethyl)-5-oxo-1,4,5,7-tetrahydrofuro[3,4-b]pyridine-3-carboxylate